ClC1=C2C(=NC=C1C1=CC=CC(=N1)N1C(CN(CC1)C(=O)OC(C)(C)C)=O)NC=C2C2CC2 tert-butyl 4-(6-(4-chloro-3-cyclopropyl-1H-pyrrolo[2,3-b]pyridin-5-yl)pyridin-2-yl)-3-oxopiperazine-1-carboxylate